COC=1C=C2C(=CC=NC2=CC1OC)OC1=CC=C(C=C1)NC(=O)C1(CC1)C(=O)O 1-[4-(6,7-dimethoxy-quinolin-4-yloxy)-phenylcarbamoyl]-cyclopropanecarboxylic acid